1-[2-Fluoro-5-[3-(1-piperidinyl)propoxy]phenyl]-2-(5-methyl-1,3,4-oxadiazol-2-yl)ethanol FC1=C(C=C(C=C1)OCCCN1CCCCC1)C(CC=1OC(=NN1)C)O